5,6-dichloro-3-({3-[(2S)-2-(4-chlorophenyl)-2-hydroxyethyl]-1,2,4-oxadiazol-5-yl}methyl)-1,2,3,4-tetrahydropyrimidine-2,4-dione ClC=1C(N(C(NC1Cl)=O)CC1=NC(=NO1)C[C@H](O)C1=CC=C(C=C1)Cl)=O